(S)-(8-iodo-2,3-dihydro-[1,4]dioxino[2,3-e]benzofuran-3-yl)methanol IC=1OC2=C(C1)C1=C(C=C2)O[C@H](CO1)CO